BrC1=COC2=C1C=CC=C2COC2=C(C=CC=C2)CC(=O)OCC ethyl 2-(2-((3-bromobenzofuran-7-yl)methoxy)phenyl)acetate